P(=O)(OC(C)(C)C1=CC=CC=C1)(OC1=CC=CC=C1)[O-] cumyl phenyl phosphate